C1C(CC12CCNCC2)N2CCN(CC2)C2=NC=CC(=N2)COC2=CC=C(C=C2)C(C)(C)C=2C=C(C#N)C=C(C2)Cl 3-(2-(4-((2-(4-(7-azaspiro[3.5]nonan-2-yl)piperazin-1-yl)pyrimidin-4-yl)methoxy)phenyl)propan-2-yl)-5-chlorobenzonitrile